Trityl-3,3-dimethyl-1-butanol C(C1=CC=CC=C1)(C1=CC=CC=C1)(C1=CC=CC=C1)C(CC(C)(C)C)O